O(CCOCCCC1=C2CN(C(C2=CC=C1)=O)C1C(NC(CC1)=O)=O)CCOCCCC1=C2CN(C(C2=CC=C1)=O)C1C(NC(CC1)=O)=O 3,3'-((((Oxybis(ethane-2,1-diyl))bis(oxy))bis(propane-3,1-diyl))bis(1-oxoisoindoline-4,2-diyl))bis(piperidine-2,6-dione)